C(=O)(O)C1=C(NC(C)C=2C=C(C=C3C(C=C(OC23)N2CC(C2)C(=O)O)=O)C)C=CC=C1 1-[8-[1-(2-Carboxyanilino)ethyl]-6-methyl-4-oxo-chromen-2-yl]azetidine-3-carboxylic Acid